methyl 6-benzyl-2,4-dihydroxy-5,7-dihydropyrrolo[3,4-b]pyridine-3-carboxylate C(C1=CC=CC=C1)N1CC2=NC(=C(C(=C2C1)O)C(=O)OC)O